C(#C)C1=NC=CC(=C1)C1=NC=2C=CC3=C(C2C=C1)C1=C(S3)C(N[C@@H](CN1)C)=O (R)-3-(2-ethynylpyridin-4-yl)-10-methyl-9,10,11,12-tetrahydro-8H-[1,4]diazepino[5',6':4,5]thieno[3,2-f]quinolin-8-one